CC([C@@H](C(=O)OC)N(C(CCCC)=O)CC1=CC=C(C=C1)B1OC(C(O1)(C)C)(C)C)C (S)-Methyl 3-methyl-2-(N-(4-(4,4,5,5-tetramethyl-1,3,2-dioxaborolan-2-yl)benzyl) pentanamido)butanoate